FC1(CCN(CC1)N1C(C(=CC=C1C)NC(C1=C(C=C(C=C1F)NS(=O)(=O)CCO)N1CC[Si](CC1)(C)C)=O)=O)F N-(1-(4,4-difluoropiperidin-1-yl)-6-methyl-2-oxo-1,2-dihydropyridin-3-yl)-2-(4,4-dimethyl-1,4-azasilinan-1-yl)-6-fluoro-4-((2-hydroxyethyl)sulfonamido)benzamide